2-{[2-(4-Isopropylphenoxy)-ethoxycarbonyl]-amino}-ethyl methacrylate C(C(=C)C)(=O)OCCNC(=O)OCCOC1=CC=C(C=C1)C(C)C